bromo-1'-(4-iodo-1-methyl-1H-pyrazol-5-yl)spiro[cyclopentane-1,3'-indoline]-2'-one BrC1=C2C3(C(N(C2=CC=C1)C1=C(C=NN1C)I)=O)CCCC3